3-{4-[2-(2-ethoxyethoxy)ethoxy]phenyl}-2-hydroxy-propionic acid tert-butyl ester C(C)(C)(C)OC(C(CC1=CC=C(C=C1)OCCOCCOCC)O)=O